C(C)(C)(C)OC(=O)N1CCC(CC1)C1=NC(=CC=C1)OCC=1SC=C(C1)C(C)=O 4-(6-((4-acetylthiophen-2-yl)methoxy)pyridin-2-yl)piperidine-1-carboxylic acid tert-Butyl ester